3-(2-methoxyphenyl)-1,2-oxazol COC1=C(C=CC=C1)C1=NOC=C1